(2R,4aR,11S)-12-Chloro-10-fluoro-11-(2-fluoro-6-hydroxyphenyl)-2-methyl-2,3,4,4a,6,7-hexahydro-8-oxa-3,5a,9,13c-tetraazanaphtho[3,2,1-de]anthracene-5(1H)-one ClC1=CC2=C3C=4N(CCOC4N=C2C(=C1C1=C(C=CC=C1O)F)F)C([C@H]1CN[C@@H](CN13)C)=O